BrC=1C=CC(=C(C1)C1=C(C=CC=C1)NC(C1=NC=CC=C1)=O)SC1=CC=CC=C1 N-(5'-bromo-2'-(phenylthio)-[1,1'-biphenyl]-2-yl)picolinamide